C(=C)C1CN(CC1)C(=O)OC(C)(C)C tert-butyl 3-vinylpyrrolidine-1-carboxylate